8-(4-(1-methylcyclopentyloxycarbonyl)phenyl)-tetracyclo[4.4.0.12,5.17,10]-3-dodecene CC1(CCCC1)OC(=O)C1=CC=C(C=C1)C1C2C3C4C=CC(C3C(C1)C2)C4